N(=[N+]=[N-])CCCCN1C(C(=CC2=C1N=CN=C2N[C@H](C)C2=C(C(=CC=C2)C(C2CCN(CC2)CC#C)(F)F)F)C2CCS(CC2)(=O)=O)=O (R)-8-(4-azidobutyl)-4-((1-(3-(difluoro(1-(prop-2-yn-1-yl)piperidin-4-yl)methyl)-2-fluorophenyl)ethyl)amino)-6-(1,1-dioxidotetrahydro-2H-thiopyran-4-yl)pyrido[2,3-d]pyrimidin-7(8H)-one